ClC1=CC=C(CN2CCC3(CC2)C(NC2=CC=CC=C23)=O)C=C1 1'-(4-chlorobenzyl)-2-oxospiro[indoline-3,4'-piperidine]